[H-].[Na+].ClC=1C=CC2=C(N(CCN(C2)C(=O)OC(C)(C)C)C)C1 tert-Butyl 8-chloro-1-methyl-1,2,3,5-tetrahydro-4H-benzo[e][1,4]diazepine-4-carboxylate Sodium hydride